CC(C(=O)O)(CCCCCCCC(=O)O)CC=C.OCC1=CN=C(S1)C(=O)N1CCC2=C(C=CC=C12)C1=CC=CC=C1 [5-(hydroxymethyl)thiazol-2-yl](4-phenylindolin-1-yl)methanone methyl-allyl-sebacate